CCCCCCCCCCCCCCCC(=O)OC[C@H](COP(=O)(O)OCCNC(=O)[C@H](C)NC(=O)CC[C@H](C(=O)N)NC(=O)[C@H](C)NC(=O)[C@@H](C)O[C@H]([C@H](C=O)NC(=O)C)[C@@H]([C@@H](CO)O)O)OC(=O)CCCCCCCCCCCCCCC N-Acetylmuramyl-alanyl-isoglutaminyl-alanyl-sn-glycero-3-phosphoethanolamine